bromobenzo[b]thiophene BrC1=CC2=C(S1)C=CC=C2